(1-(3,3,4-trimethylpiperazin-1-yl)cyclopropyl)methanol CC1(CN(CCN1C)C1(CC1)CO)C